C(#N)C=1C=C(C=CC1OCC(C)C)C1=NC2=C(N1CC(C)C)C=CC(=C2)C(=O)OC Methyl 2-(3-cyano-4-isobutoxyphenyl)-1-isobutyl-1H-benzo[d]imidazole-5-carboxylate